C(CCCCCCCCCCCCCCC)(=O)O.C(CCCCCCCCCCCCCCC)(=O)O.C(CCCCCCCCCCCCCCC)(=O)O.O=C1C(O)=C(O)[C@H](O1)[C@@H](O)CO L-ascorbic acid tripalmitate